1,2,3-triethoxybenzene C(C)OC1=C(C(=CC=C1)OCC)OCC